FC([C@@H](OC)C=1NC(=CN1)CC1=CC=NC=C1)(F)F (S)-4-((2-(2,2,2-trifluoro-1-methoxyethyl)-1H-imidazol-5-yl)methyl)pyridine